C(#N)\N=C(/N[C@H]1COCCC1)\C1=CN=C2N1N=C(C=C2)N2[C@H](CCC2)C2=C(C=CC(=C2)F)SC (Z)-N'-cyano-6-[(2R)-2-[5-fluoro-2-(methylsulfanyl)phenyl]pyrrolidin-1-yl]-N-[(3R)-oxan-3-yl]imidazo[1,2-b]pyridazine-3-carboximidamid